pentyneAmine C(#CCCC)N